C1(CCC2=NC=CC=C12)NC=1N=CC=C2C=C(OC12)C=1C(=C(N=C2C(CS(C12)(=O)=O)C(C)C)CCC1CCOCC1)C=1OC(=NN1)C N-(R)-4-aza-1-indanyl(2-(3-isopropyl-6-(5-methyl-1,3,4-oxadiazol-2-yl)-1,1-dioxo-5-[2-(tetrahydro-2H-pyran-4-yl)ethyl]-1λ6-thia-4-aza-7-indanyl)-1-oxa-6-aza-7-indenyl)amine